CC=1C2=C(N=CN1)N(C=C2)C2CCC(C2O)O 5-(4-methyl-7H-pyrrolo[2,3-d]pyrimidin-7-yl)cyclopentane-1,2-diol